FC1=CC=C(C=C1)C1=CC=C(C=C1)NC(C[C@H]1CCN(C1)C=1C2=C(N=C(N1)C)C1=C(O2)C=CC=C1)=O (2S,4R)-4-(2-((4'-fluoro-[1,1'-biphenyl]-4-yl)amino)-2-oxoethyl)-1-(2-methylbenzofuro[3,2-d]pyrimidin-4-yl)pyrrolidine